ClC=1C=NC=CC1N1C=CC2=C(C(=CC=C12)N1C[C@H](C[C@H](C1)C)C)CO (1-(3-chloropyridin-4-yl)-5-((3S,5R)-3,5-dimethylpiperidin-1-yl)-1H-indol-4-yl)methanol